2-((2s,6r)-2,6-dimethylpiperazin-1-yl)-N-(4-(2,4-dioxotetrahydropyrimidin-1(2H)-yl)phenyl)acetamide hydrochloride Cl.C[C@@H]1N([C@@H](CNC1)C)CC(=O)NC1=CC=C(C=C1)N1C(NC(CC1)=O)=O